tert-butyl ((1r,3r)-3-(4-(2-(4-((6-(5-methyl-1,2,4-oxadiazol-3-yl)pyridin-2-yl)oxy)phenyl)propan-2-yl)phenoxy)cyclobutyl)carbamate CC1=NC(=NO1)C1=CC=CC(=N1)OC1=CC=C(C=C1)C(C)(C)C1=CC=C(OC2CC(C2)NC(OC(C)(C)C)=O)C=C1